CC1=C(C=NC(=C1)C)C1=C(C(=CC=C1)N)N (4,6-dimethylpyridin-3-yl)benzene-1,2-diamine